C(C)N1N=C(C(=C1)C(=O)O)C=1C(=NC(=CC1)NCCC)F 1-Ethyl-3-[2-fluoro-6-(propylamino)pyridin-3-yl]pyrazole-4-carboxylic acid